N[C@H](CC1=C(C=2N=C(N=C(C2S1)NCC1=CSC=C1)Cl)C)C 6-[(2S)-2-aminopropyl]-2-chloro-7-methyl-N-[(thiophen-3-yl)methyl]thieno[3,2-d]pyrimidin-4-amine